1-(3-methylbenzyl)homopiperazine CC=1C=C(CN2CCNCCC2)C=CC1